2-(3,3-difluoropyrrolidin-1-yl)-4-iodonicotinaldehyde FC1(CN(CC1)C1=C(C=O)C(=CC=N1)I)F